9-((6-(4-cyclopropyl-6-methoxypyrimidin-5-yl)-1H-pyrazolo[3,4-d]pyrimidin-1-yl)methyl)-2-(trifluoromethyl)-5,6-dihydrobenzo[f]imidazo[1,2-d][1,4]oxazepine C1(CC1)C1=NC=NC(=C1C1=NC=C2C(=N1)N(N=C2)CC2=CC1=C(C=3N(CCO1)C=C(N3)C(F)(F)F)C=C2)OC